The molecule is a D-fructofuranose 1,6-bisphosphate(4-) that is the conjugate base of alpha-D-fructofuranose 1,6-bisphosphate. It is a conjugate base of an alpha-D-fructofuranose 1,6-bisphosphate. C([C@@H]1[C@H]([C@@H]([C@@](O1)(COP(=O)([O-])[O-])O)O)O)OP(=O)([O-])[O-]